N-[(1R,3S)-3-{[6-chloro-2-(trifluoromethyl)quinolin-4-yl]amino}cyclohexyl]-4-(pyrrolidin-1-yl)benzamide ClC=1C=C2C(=CC(=NC2=CC1)C(F)(F)F)N[C@@H]1C[C@@H](CCC1)NC(C1=CC=C(C=C1)N1CCCC1)=O